ethyl-2,3-butadiene C(C)CC=C=C